2-(((13Z,16Z)-4-(((3-(dimethylamino)propoxy)carbonyl)oxy)docosa-13,16-dienoyl)oxy)propane-1,3-diyldioctanoate CN(CCCOC(=O)OC(CCC(=O)OC(CCCCCCCCC(=O)[O-])CCCCCCCCC(=O)[O-])CCCCCCCC\C=C/C\C=C/CCCCC)C